C1(=CC(=CC=C1)C1=NC(=NC=C1Cl)NC1CCN(CC1)C(CCC1CCN(CC1)C)=O)C1=CC=CC=C1 1-(4-((4-([1,1'-biphenyl]-3-yl)-5-chloropyrimidin-2-yl)amino)piperidin-1-yl)-3-(1-methylpiperidin-4-yl)propan-1-one